diethyl-1,4-dihydro-2,6-dimethyl-4-phenyl-3,5-pyridinedicarboxylic acid C(C)C1(C(=C(N(C(=C1C(=O)O)C)CC)C)C(=O)O)C1=CC=CC=C1